(R)-5-(6-(2-hydroxy-6-methyl-4-(trifluoromethyl)phenyl)-3-((R)-1-hydroxyethyl)-2H-pyrazolo[3,4-b]pyridin-2-yl)-1-isopropylpiperidin-2-one OC1=C(C(=CC(=C1)C(F)(F)F)C)C=1C=CC=2C(N1)=NN(C2[C@@H](C)O)[C@@H]2CCC(N(C2)C(C)C)=O